Cl.N[C@@H]1CC[C@H](OC1)CNS(=O)(=O)CCOC N-(((2s,5r)-5-aminotetrahydro-2H-pyran-2-yl)methyl)-2-methoxyethane-1-sulfonylamine hydrochloride